O1N=C(C=C1)NC[C@H]1CN(C(O1)=O)C1=C(C(=C(C(=C1)F)N1CCC(C=C1)=O)F)F (S)-5-[(isoxazol-3-ylamino)methyl]-3-[2,3,5-trifluoro-4-[4-oxo-3,4-dihydropyridin-1(2H)-yl]phenyl]oxazolidin-2-one